zinc (II) 2,5-furandicarboxylate O1C(=CC=C1C(=O)[O-])C(=O)[O-].[Zn+2]